2-(3-(N,N-bis(2,4-dimethoxybenzyl) sulfamoyl)-4-methoxyphenyl)acetate COC1=C(CN(S(=O)(=O)C=2C=C(C=CC2OC)CC(=O)[O-])CC2=C(C=C(C=C2)OC)OC)C=CC(=C1)OC